C(N)(=S)N1CCCCC1 carbamothioylpiperidine